CSC1=NC=C(C=N1)C=1N=NN(C1)CCCCCC(=O)NCC(=O)NCC(=O)N[C@@H](CC1=CC=CC=C1)C(=O)O (6-(4-(2-(methylthio)pyrimidin-5-yl)-1H-1,2,3-triazol-1-yl)hexanoyl)glycinylglycinyl-L-phenylalanine